C1(CC1)OC1=NC=NC(=C1C1=CC=2C(=CN=C(C2)NC(=O)[C@H]2[C@H](C2)F)N1C)OC (1S,2S)-N-[2-(4-cyclopropoxy-6-methoxypyrimidin-5-yl)-1-methylpyrrolo[2,3-c]pyridin-5-yl]-2-fluorocyclopropane-1-carboxamide